4-(2-fluoro-5-nitrophenyl)-6-methyl-1-tosyl-1,6-dihydro-7H-pyrrolo[2,3-c]pyridin-7-one FC1=C(C=C(C=C1)[N+](=O)[O-])C=1C2=C(C(N(C1)C)=O)N(C=C2)S(=O)(=O)C2=CC=C(C)C=C2